C(C)(C)(C)OC(=O)N[C@H](C(=O)O)COC1=C(C(=CC(=C1)F)F)[N+](=O)[O-] (S)-2-((tert-butoxycarbonyl)amino)-3-(3,5-difluoro-2-nitrophenoxy)propaneic acid